(R)-2-amino-3-(3-fluoro-5-(1,3,5-trimethyl-1H-pyrazol-4-yl)benzamido)propanoic acid N[C@@H](C(=O)O)CNC(C1=CC(=CC(=C1)C=1C(=NN(C1C)C)C)F)=O